BrC1=C(C(=CC2=CN(N=C12)COCC[Si](C)(C)C)Cl)C(F)(F)F 7-bromo-5-chloro-6-(trifluoromethyl)-2-((2-(trimethylsilyl)ethoxy)methyl)-2H-indazole